CCCCCCCC/C=C\\CCCCCCCC(=O)OC(CCCCC)CCCCCCCCCCCC(=O)O The molecule is a fatty acid ester obtained by formal condensation of the carboxy group of oleic acid with the hydroxy group of 13-hydroxyoctadecanoic acid. It is a fatty acid ester and a monocarboxylic acid. It derives from an oleic acid and a 13-hydroxyoctadecanoic acid. It is a conjugate acid of a 13-[(9Z)-octadecenoyloxy]octadecanoate.